(S)-tert-Butyl (1-((4-bromophenyl)amino)-1-oxo-3-phenylpropan-2-yl)carbamate BrC1=CC=C(C=C1)NC([C@H](CC1=CC=CC=C1)NC(OC(C)(C)C)=O)=O